OC1CCN2C(NC(C=C21)=O)=O 5-hydroxy-2H,5H,6H,7H-pyrrolo[1,2-c]pyrimidine-1,3-dione